6-(2-chlorophenyl)-2-{[3-(2,2-difluoroethyl)-2,3,4,5-tetrahydro-1H-3-benzazepin-7-yl]amino}imidazo[1,2-a]pyrimido[5,4-e]pyrimidin-5(6H)-one ClC1=C(C=CC=C1)N1C=2N(C3=C(C1=O)C=NC(=N3)NC3=CC1=C(CCN(CC1)CC(F)F)C=C3)C=CN2